1-(1-((2-(trimethylsilyl)ethoxy)methyl)-1H-pyrazolo[4,3-c]pyridin-7-yl)ethan-1-ol C[Si](CCOCN1N=CC=2C=NC=C(C21)C(C)O)(C)C